1,3-bis(dipentylphosphino)propane C(CCCC)P(CCCP(CCCCC)CCCCC)CCCCC